(E)-N-(o-tolyl)-N'-((4-(trifluoromethyl)benzoyl)oxy)benzimidamide C1(=C(C=CC=C1)N\C(\C1=CC=CC=C1)=N\OC(C1=CC=C(C=C1)C(F)(F)F)=O)C